ClC1([C@H]([C@@H]1C1=CC(=CC(=C1)Cl)Cl)C(=O)OC)Cl |r| trans-rac-methyl 2,2-dichloro-3-(3,5-dichlorophenyl)cyclopropane-1-carboxylate